NC1CCC=2C=C(C=3C=C(N=CC3C21)Cl)S(=O)(=O)NCC(C)(C)F 9-amino-3-chloro-N-(2-fluoro-2-methyl-propyl)-8,9-dihydro-7H-cyclopenta[h]isoquinoline-5-sulfonamide